2-[5-[8-hydroxyoctyl-[(3S)-1-(4-isoquinolyl)piperidine-3-carbonyl]amino]-2-oxo-1-pyridyl]acetic acid OCCCCCCCCN(C=1C=CC(N(C1)CC(=O)O)=O)C(=O)[C@@H]1CN(CCC1)C1=CN=CC2=CC=CC=C12